C(CCCCC)C(CC(=C(C(=O)O)NCCCN(C)C)CCCCCCCCCCCCCCC)CCCCCCCC 2-hexyldecyl-{[3-(dimethylamino)propyl]amino}octadecenoic acid